CC(C(C)O)=C 3-methyl-3-buten-2-ol